O=C1N(C(C2=CC=CC=C12)=O)CCCCCCCCCCCCCCS(=O)(=O)Cl (1,3-Dioxoisoindolin-2-yl)tetradecane-1-sulfonyl chloride